CN(C1CCOCC1)C=1C(=C(C(=O)O)C=C(C1)[N+](=O)[O-])C (methyl-(tetrahydro-2H-pyran-4-yl)amino)-2-methyl-5-nitrobenzoic acid